(S)-6-(2-amino-5-(2-fluoro-4-(3-isopropyl-4-methylpiperazin-1-yl)phenyl)pyridin-3-yl)-3,4-dihydroisoquinolin-1(2H)-one NC1=NC=C(C=C1C=1C=C2CCNC(C2=CC1)=O)C1=C(C=C(C=C1)N1C[C@@H](N(CC1)C)C(C)C)F